(R)-4-(2-chloro-4-(3-methylmorpholinyl)thieno[3,2-d]pyrimidin-7-yl)tetrahydro-2H-pyran-4-ol ClC=1N=C(C2=C(N1)C(=CS2)C2(CCOCC2)O)N2[C@@H](COCC2)C